5-(1-Methyl-1H-pyrazol-4-yl)benzo[b]thiophene-3-carboxylic acid CN1N=CC(=C1)C1=CC2=C(SC=C2C(=O)O)C=C1